BrC=1C=C(C(=NC1)N(C)CCN(C)C)N 5-Bromo-N2-(2-(dimethylamino)ethyl)-N2-methylpyridine-2,3-diamine